C1=CC=CC=2C=CC=3CC=4C=CC=CC4C3C21 benzo(c)fluorene